BrC=1C=C(C=2N(C1)C=C(N2)C2=CC=CC=C2)C2=CC=C(C=C2)C(C)=O 1-(4-(6-bromo-2-phenylimidazo[1,2-a]pyridin-8-yl)phenyl)ethane-1-one